COC1(CC(C1)(C=O)C1=CSC=C1)OC 3,3-dimethoxy-1-(thiophen-3-yl)cyclobutane-1-carbaldehyde